C(C)(=O)OC(CCC[C@@H](C)[C@H]1CC[C@@H]2[C@@]1(CC[C@@H]1[C@]3(CC[C@@H]([C@@H]([C@@H]3CC[C@@H]21)O)OC(C)=O)C)C)(C)C acetic acid-(1R,3aS,3bS,5aR,6R,7S,9aR,9bS,11aR)-1-[(2R)-6-Acetoxy-6-methylhept-2-yl]-6-hydroxy-9a,11a-dimethylhexadecahydro-1H-cyclopenta[1,2-i]phenanthrene-7-yl ester